FC(CN1N=CC=2C1=NC(=CN2)N2CC1C(C2)CC(C1)OC=1C(=NC=CC1)C(F)(F)F)F 3-({2-[1-(2,2-difluoroethyl)-1H-pyrazolo[3,4-b]pyrazin-6-yl]-octahydrocyclopenta[c]pyrrol-5-yl}oxy)-2-(trifluoromethyl)pyridine